C(C)N1C(C=2C(C1=O)=CC=CC2)=O N-ethyl-phthalimide